C(C(=C)C)(=O)O.C(C(=C)C)(=O)O.C(C=C)OCC=C Monoallylether dimethacrylate